C(C)N1C(C(C2=CC=CC=C12)(CC(C1=CC=CC=C1)=O)C)=O 1-ethyl-3-methyl-3-(2-oxo-2-phenylethyl)indolin-2-one